BrC=1C=C(C=CC1CO)S(=O)(=O)N 3-bromo-4-hydroxymethyl-benzenesulfonamide